4-(hydroxyamino)butanamide ONCCCC(=O)N